5-(4-hydroxy-3,5-diiodobenzylidene)-2-phenyl-1,3-dioxane-4,6-dione OC1=C(C=C(C=C2C(OC(OC2=O)C2=CC=CC=C2)=O)C=C1I)I